1-Tert-butyl 5-(5-chloro-2,3-difluorophenyl)-3,6-dihydropyridine-1(2H)-carboxylate ClC=1C=C(C(=C(C1)C1=CCCN(C1)C(=O)OC(C)(C)C)F)F